ClC1=C(C(=O)NC2=C3C=NN(C3=CC=C2)C2=CC=NC=C2)C=C(C=C1)CNC(=O)C1CC1 2-chloro-5-{[(cyclopropylcarbonyl)amino]methyl}-N-[1-(pyridin-4-yl)-1H-indazol-4-yl]benzamide